tert-butyl-(2-{2-[2-(2,5-dioxo-2,5-dihydro-1H-pyrrol-1-yl)ethoxy]ethoxy}ethyl)carbamate C(C)(C)(C)OC(NCCOCCOCCN1C(C=CC1=O)=O)=O